2-(2-((3R,4R)-3-Amino-4-fluoropiperidin-1-yl)-5,6-difluoro-1H-benzo[d]imidazol-1-yl)-N-(1,1-dioxidotetrahydro-2H-thiopyran-4-yl)-N-methylacetamid N[C@@H]1CN(CC[C@H]1F)C1=NC2=C(N1CC(=O)N(C)C1CCS(CC1)(=O)=O)C=C(C(=C2)F)F